(R)-5-ethyl-3-fluoro-8,8-dimethyl-5-phenyl-5,8,9,10-tetrahydropyrido[2,3-b][1,6]naphthyridin C(C)[C@@]1(C2=C(NC=3CC(N=CC13)(C)C)N=CC(=C2)F)C2=CC=CC=C2